COC1=CC=C(C=C1)C1=NN2C(=NC=3C=CC=CC3C2=N1)N[C@H](C(=O)N)CC (2S)-2-{[2-(4-methoxyphenyl)[1,2,4]triazolo[1,5-c]quinazolin-5-yl]amino}butanamide